1-methyl-5-((2-(2-(trifluoromethyl)phenyl)-1H-pyrrolo[2,3-b]pyridin-6-yl)carbamoyl)-1H-pyrazole-3-carboxylic acid CN1N=C(C=C1C(NC1=CC=C2C(=N1)NC(=C2)C2=C(C=CC=C2)C(F)(F)F)=O)C(=O)O